P(=O)([O-])(O)O.FC(C(=O)O)(C(=O)O)F.FC(C(=O)O)(C(=O)O)F.FC(C(=O)O)(C(=O)O)F.[Li+] lithium tris(difluoromalonate) phosphate